4-((2-Acetyl-4-(isoindolin-2-ylmethyl)phenoxy)methyl)-N,N-dimethylbenzamide C(C)(=O)C1=C(OCC2=CC=C(C(=O)N(C)C)C=C2)C=CC(=C1)CN1CC2=CC=CC=C2C1